C1(CC1)C1=CC=2N(C=C1)N=C(N2)N[C@@H]2C[C@H](CC2)NC2=CC=C(C=N2)N2C(C=CC=C2)=O 6'-(((1S,3S)-3-((7-cyclopropyl-[1,2,4]triazolo[1,5-a]pyridin-2-yl)amino)cyclopentyl)amino)-2H-[1,3'-bipyridinyl]-2-one